(2E)-N-(1-((4-((3-methyl-4-((1-methyl-1H-benzimidazol-5-yl)oxy)phenyl)amino)pyrimidin-5-yl)ethynyl)cyclopropyl)-4-morpholinobut-2-enamide CC=1C=C(C=CC1OC1=CC2=C(N(C=N2)C)C=C1)NC1=NC=NC=C1C#CC1(CC1)NC(\C=C\CN1CCOCC1)=O